tert-butyl 4-(5-(2-((2-chloro-4-(trifluoromethyl)phenyl)amino)-2-oxoethyl)-2-(dimethylcarbamoyl)-6-ethyl-8-oxo-5,8-dihydropyrido[2,3-b]pyrazin-7-yl)piperazine-1-carboxylate ClC1=C(C=CC(=C1)C(F)(F)F)NC(CN1C(=C(C(C=2C1=NC=C(N2)C(N(C)C)=O)=O)N2CCN(CC2)C(=O)OC(C)(C)C)CC)=O